5-(aminomethyl)-N-(1-(3,5-bis(1-methyl-1H-pyrazol-4-yl)phenyl)ethyl)-2-methylbenzamide NCC=1C=CC(=C(C(=O)NC(C)C2=CC(=CC(=C2)C=2C=NN(C2)C)C=2C=NN(C2)C)C1)C